COC=1C=C(C=CC1)N1C(C(=NC=2C=NC(=NC12)NCC(F)(F)F)C1=CC2=CN(N=C2C=C1)C)=O 8-(3-methoxyphenyl)-2-((2,2,2-trifluoroethyl)amino)-6-(2-methyl-2H-indazol-5-yl)pteridin-7(8H)-one